C(C)(C)N1N=CC(=C1)C=1C=C(C=CC1)N(C(=O)[C@@H]1CC[C@H](CC1)NC(OCCO)=O)C[C@@H]1CC[C@H](CC1)C1=CC(=C(C=C1)OC)C 2-Hydroxyethyl (trans-4-((3-(1-isopropyl-1H-pyrazol-4-yl)phenyl)((trans-4-(4-methoxy-3-methylphenyl)cyclohexyl)methyl)carbamoyl) cyclohexyl)carbamate